NC=1CC(=CC2=C(N1)C=C(S2)CC2CCN(CC2)C(=O)OC(C)(C)C)C(=O)OCC Ethyl 5-amino-2-[(1-tert-butoxycarbonyl-4-piperidinyl) methyl]-6H-thieno[3,2-b]azepin-7-carboxylate